N-(9-((2R,3R,4R,5R)-5-((bis(4-methoxyphenyl)(phenyl)methoxy)methyl)-4-((tert-butyldimethylsilyl)oxy)-3-methoxytetrahydrofuran-2-yl)-9H-purin-6-yl)benzamide COC1=CC=C(C=C1)C(OC[C@@H]1[C@H]([C@H]([C@@H](O1)N1C2=NC=NC(=C2N=C1)NC(C1=CC=CC=C1)=O)OC)O[Si](C)(C)C(C)(C)C)(C1=CC=CC=C1)C1=CC=C(C=C1)OC